C(#N)C1=C(C=CC(=C1OC=1C=C2C(N(C=NC2=CC1)C1=CC=C(C=C1)N1CCC(CC1)C=O)=O)F)NS(=O)(=O)N1C[C@@H](CC1)F (3R)-N-[2-cyano-4-fluoro-3-({3-[4-(4-formylpiperidin-1-yl)phenyl]-4-oxoquinazolin-6-yl}oxy)phenyl]-3-fluoropyrrolidine-1-sulfonamide